6-(2-chloro-3-methoxyphenyl)-2-(5-methylpyrimidin-2-yl)-7,8-dihydro-phthalazin-1(2H)-one ClC1=C(C=CC=C1OC)C1=CC=2C=NN(C(C2CC1)=O)C1=NC=C(C=N1)C